10-(4-methoxyphenyl)-3,3-dimethyl-2,3,4,10-tetrahydro-1H-indolo[1,2-a]indol-1-one COC1=CC=C(C=C1)C1C=2C=CC=CC2N2C1=CC=1C(CC(CC21)(C)C)=O